4-(4-hydroxy-6-methylpyrimidin-2-yl)-1-methoxycyclohexanecarboxylic acid methyl ester COC(=O)C1(CCC(CC1)C1=NC(=CC(=N1)O)C)OC